trans-1-methoxy-3-(trimethylsilyloxy)-1,3-butadiene CO\C=C\C(=C)O[Si](C)(C)C